C(=C)C(O)CCCCC vinyl-amyl-methanol